CC1=C(C(=CC(=C1)C1=CC=CC=C1)C)O 2,6-dimethyl-4-phenylphenol